FC(C1=CC=C(C(=O)NC2=C(C(=CC=C2)B2OC(C(O2)(C)C)(C)C)C)C=C1)F 4-(difluoromethyl)-N-(2-methyl-3-(4,4,5,5-tetramethyl-1,3,2-dioxaborolan-2-yl)phenyl)benzamide